ClC1=CC2=C(C=N1)C[C@@]1(C(N(C3=NC=CC=C31)COCC[Si](C)(C)C)=O)C2 (S)-3-chloro-1'-((2-(trimethylsilyl)ethoxy)methyl)-5,7-dihydrospiro[cyclopenta[c]pyridin-6,3'-pyrrolo[2,3-b]pyridin]-2'(1'H)-one